sodium phosphorate P([O-])([O-])([O-])=O.[Na+].[Na+].[Na+]